CN(C)\C=C/1\CC(CC1=O)C(=O)OCC ethyl (3Z)-3-[(dimethylamino) methylene]-4-oxocyclopentane-1-carboxylate